[Br-].C1=CC=CC2=C(C3=CC=CC=C3C(=C12)C1=CC=[NH+]C=C1)C1=CC=[NH+]C=C1.[Br-] 4,4'-(anthracene-9,10-diyl)bis(pyridin-1-ium) bromide